2-(2-(2-(2-azidoethoxy)ethoxy)ethoxy)ethyl 4-cyano-4-(phenylcarbonothioylthio)pentanoate C(#N)C(CCC(=O)OCCOCCOCCOCCN=[N+]=[N-])(C)SC(=S)C1=CC=CC=C1